C[C@@H]1N(C[C@H](N(C1)C(C)C=1C=C2N=CC=NC2=CC1)C)C=1C=2C(N(C(C1)=O)C)=CN(N2)S(=O)(=O)C 7-((2S,5R)-2,5-dimethyl-4-(1-(quinoxalin-6-yl)ethyl)piperazin-1-yl)-4-methyl-2-(methylsulfonyl)-2H-pyrazolo[4,3-b]pyridin-5(4H)-one